CC=1OC2=CC=CC=C2C(C1C(=O)N)C 2,4-dimethyl-4H-chromen-3-carboxamide